FC=1C(=C(C=C(C1)OC)O)C=1C=2N(C(=NN1)N[C@H]1CN(CCC1)CCO)C=CC2 3-fluoro-2-(4-{[(3R)-1-(2-hydroxyethyl)piperidin-3-yl]amino}pyrrolo[1,2-d][1,2,4]triazin-1-yl)-5-methoxyphenol